C(CC)C=1C=C(C=C(C1)C1=C(C=CC(=C1)C)S(=O)(=O)[O-])C1=C(C=CC(=C1)C)S(=O)(=O)[O-] 5-propyl-1,3-phenylenedi(4-methylbenzenesulfonate)